1-(2-thiophenecarbonyl)-lysergic acid diethylamide C(C)N(C(=O)[C@H]1CN(C)[C@@H]2CC3=CN(C4=CC=CC(C2=C1)=C34)C(=O)C=3SC=CC3)CC